N-((3R,4R)-3-hydroxy-1-(5-(trifluoromethyl)pyrimidin-2-yl)piperidin-4-yl)-2-((S)-2-((6-oxo-5-(trifluoromethyl)-1,6-dihydropyridazin-4-yl)amino)propoxy)acetamide O[C@@H]1CN(CC[C@H]1NC(COC[C@H](C)NC=1C=NNC(C1C(F)(F)F)=O)=O)C1=NC=C(C=N1)C(F)(F)F